C(C1=CC=CC=C1)(=O)N1CCC(CC1)(CC#N)N1N=CC(=C1)C1=CC=CC=2N1N=C(N2)NC(=O)C2CC2 N-(5-(1-(1-benzoyl-4-(cyanomethyl)piperidin-4-yl)-1H-pyrazol-4-yl)-[1,2,4]triazolo[1,5-a]pyridin-2-yl)cyclopropylcarboxamide